(S)-5-((((6-(2'-chloro-2-fluoro-3'-((2-methylpyrido[3,2-d]pyrimidin-4-yl)amino)-[1,1'-biphenyl]-3-yl)-2-methoxypyridin-3-yl)methyl)amino)methyl)pyrrolidin-2-one ClC1=C(C=CC=C1NC=1C2=C(N=C(N1)C)C=CC=N2)C2=C(C(=CC=C2)C2=CC=C(C(=N2)OC)CNC[C@@H]2CCC(N2)=O)F